CC=1C2C3C=CC(C2C1C1=CC=CC2=CC=CC=C12)C3 3-methyl-4-(1-naphthyl)tricyclo[4.2.1.02,5]non-3,7-diene